N1CCC(CC1)OC1=CC=CC=N1 6-(piperidin-4-oxy)pyridine